NC1=CC=CC(=N1)S(=O)(=O)NC(=O)C=1C(=NC(=CC1)C(C)(C)C)N1CCCCC1 N-[(6-Amino-2-pyridyl)sulfonyl]-6-tert-butyl-2-(1-piperidyl)pyridin-3-carboxamid